6-(2-fluoro-6-methyl-4-(2-methyl-2H-indazol-5-yl)benzyl)-6,7-dihydro-5H-pyrrolo[3,4-b]pyridin-5-one-7,7-d2 FC1=C(CN2C(C3=NC=CC=C3C2=O)([2H])[2H])C(=CC(=C1)C1=CC2=CN(N=C2C=C1)C)C